4-(3-(2-amino-5H-pyrrolo[3,2-d]pyrimidin-7-yl)-4-fluorophenyl)-2-(thiazol-2-yl)but-3-yn-2-ol NC=1N=CC2=C(N1)C(=CN2)C=2C=C(C=CC2F)C#CC(C)(O)C=2SC=CN2